Cl.ClC1=C(C=CC=C1Cl)N1CCNCC1 1-(2,3-dichlorophenyl)-piperazine hydrochloride